(+/-)-(3S)-3-hydroxycyclohexane-1-carboxylic acid isopropyl ester C(C)(C)OC(=O)[C@H]1C[C@H](CCC1)O |&1:6|